6-chloro-1-{[2-(trimethylsilyl)ethoxy]methyl}-1H-pyrrolo[3,2-c]pyridine ClC1=CC2=C(C=N1)C=CN2COCC[Si](C)(C)C